BrC1(C(NC2=CC=CC=C12)=O)Br 3,3-dibromo-2-oxoindoline